N1=C(C=CC=C1)NC=1SC=C(N1)C1=CC=C(C=C1)C(C)=O 1-(4-(2-(Pyridin-2-ylamino)thiazol-4-yl)phenyl)ethanon